(4-((3R,5S)-3,5-dimethylpiperazin-1-yl)pyrimidin-2-yl)methanamine C[C@@H]1CN(C[C@@H](N1)C)C1=NC(=NC=C1)CN